bipyridine-4,4'-dicarboxylic acid methyl ester COC(=O)C1=CC(=NC=C1)C1=NC=CC(=C1)C(=O)O